NC=1SC(=CN1)S(=O)(=O)NC(=O)C=1C(=NC(=CC1)C(C)(C)C)OC1=C(C=C(C=C1C)C)C N-(2-Aminothiazol-5-yl)sulfonyl-6-tert-butyl-2-(2,4,6-trimethylphenoxy)pyridin-3-carboxamid